tert-butyl 4-hydroxy-4-((quinazolin-4-ylamino)methyl)piperidine-1-carboxylate OC1(CCN(CC1)C(=O)OC(C)(C)C)CNC1=NC=NC2=CC=CC=C12